FC1=CC=C(C(=C1C([C@@H](C=1OC(NN1)=O)NS(=O)(=O)N1CCC(CC1)NC(C(C)(C)C)=O)C)C)C N-(1-(N-((1S)-2-(6-fluoro-2,3-dimethylphenyl)-1-(5-oxo-4,5-dihydro-1,3,4-oxadi-azol-2-yl)propyl)sulfamoyl)-piperidin-4-yl)pivalamide